6-[4-[3-[4-(5-Ethoxypyridin-3-yl)pyrazol-1-yl]-5-(trifluoromethyl)benzoyl]piperazin-1-yl]-N-[4-(2-phenylsulfanylethylamino)-3-(trifluoromethyl)phenyl]sulfonylpyridazine-3-carboxamide C(C)OC=1C=C(C=NC1)C=1C=NN(C1)C=1C=C(C(=O)N2CCN(CC2)C2=CC=C(N=N2)C(=O)NS(=O)(=O)C2=CC(=C(C=C2)NCCSC2=CC=CC=C2)C(F)(F)F)C=C(C1)C(F)(F)F